(3E,4R)-3-[2-(dimethylamino)ethylidene]-4-methyl-1-[4-({3-methyl-4-[(1-methyl-1,3-benzodiazol-5-yl)oxy]phenyl}amino)pyrido[3,2-d]pyrimidin-6-yl]pyrrolidin-2-one hydrochloride Cl.CN(C\C=C/1\C(N(C[C@@H]1C)C=1C=CC=2N=CN=C(C2N1)NC1=CC(=C(C=C1)OC1=CC2=C(N(C=N2)C)C=C1)C)=O)C